ClC=1C=C(C=CC1C=1N(C2=NC=NC(=C2N1)OC1(CC1)C)CC1=NC=CC(=C1)C)CC(=O)NCC 2-(3-chloro-4-(6-(1-methylcyclopropoxy)-9-((4-methylpyridin-2-yl)methyl)-9H-purin-8-yl)phenyl)-N-ethylacetamide